C(C\C=C/CC)OCCC#N 3-(cis-3-hexenyloxy)-propionitrile